BrC1=C(C=C(C=C1)CC#N)F 2-(4-bromo-3-fluoro-phenyl)acetonitrile